C(C1=CC=CC=C1)N[C@@H]1C[C@H](OCC1)C (2R,4S)-N-benzyl-2-methyltetrahydro-2H-pyran-4-amine